Tri(2-carbonylethyl) phosphate P(=O)(OCC=C=O)(OCC=C=O)OCC=C=O